BrC=1C=C(C=CC1C)CN (3-bromo-4-methylphenyl)methanamine